OCCNC(CC1=CC(=NC=C1)NC=1SC2=C(N1)C=CC(=C2)C2=CC=NC=C2)=O N-(2-hydroxyethyl)-2-(2-((6-(pyridin-4-yl)benzo[d]thiazol-2-yl)amino)pyridin-4-yl)acetamide